4-(((tert-butyldimethylsilyl)oxy)methyl)-benzohydrazide [Si](C)(C)(C(C)(C)C)OCC1=CC=C(C(=O)NN)C=C1